O1C(CC2=C1C=CC=C2)=O 3H-1-benzofuran-2-one